O=C1NC2C(OC1)CN(CC2)C(=O)OCC2=CC=CC=C2 benzyl 2-oxohexahydro-1H-pyrido[3,4-b][1,4]oxazine-6(7H)-carboxylate